F[C@H]1C(NC(C[C@H]1OC1=CC=C(N=N1)C1=NC=C(C=C1O)C=1C=CC=2N(N1)C=CN2)(C)C)(C)C 2-(6-{[(3S,4R)-3-fluoro-2,2,6,6-tetramethylpiperidin-4-yl]oxy}pyridazin-3-yl)-5-(imidazo[1,2-b]pyridazin-6-yl)pyridin-3-ol